C(=O)C1=NC(=C(C=C1CC1(CCC1)NC(OC(C)(C)C)=O)OCCCOC)OC tert-butyl N-(1-{[2-formyl-6-methoxy-5-(3-methoxypropoxy)pyridin-3-yl]methyl} cyclobutyl)carbamate